O.[PH2](=O)[O-].[Na+] Natrium hypophosphite monohydrate